ClC1=NC=NC2=CC3=C(C=C12)OCCCO3 4-Chloro-8,9-dihydro-7H-[1,4]dioxepino[2,3-g]quinazoline